COC(=O)C1(C(CN=C1C1=CC(=CC=C1)OC)CBr)Br 4-bromo-3-(bromomethyl)-5-(3-methoxyphenyl)-3,4-dihydro-2H-pyrrole-4-carboxylic acid methyl ester